((2R,6R)-4-(1H-benzo[d]imidazole-5-carbonyl)-2,6-dimethylpiperazin-1-yl)(2-fluoro-4-methoxyphenyl)methanone N1C=NC2=C1C=CC(=C2)C(=O)N2C[C@H](N([C@@H](C2)C)C(=O)C2=C(C=C(C=C2)OC)F)C